BrC1=CN=C(S1)C12CCC(CC1)(CC2)OC(NC(C)C)=O N-isopropylcarbamic acid [1-(5-bromothiazol-2-yl)-4-bicyclo[2.2.2]octyl] ester